C1=CC(=CC=2OC3=C(C21)C=CC=C3)C3=NC(=NC(=N3)C3=CC=C(C=C3)C3=CC(=C(C(=C3)C3=CC=CC=C3)C3=CC=CC=C3)C3=CC=CC=C3)C3=CC=CC=C3 2-(dibenzo[b,d]furan-3-yl)-4-(3',5'-diphenyl-[1,1':4',1''-terphenyl]-4-yl)-6-phenyl-1,3,5-triazine